3-bromo-1-(4-fluorophenyl)-6-oxo-1,6-dihydropyridine-2,5-dicarboxylic acid diethyl ester C(C)OC(=O)C=1N(C(C(=CC1Br)C(=O)OCC)=O)C1=CC=C(C=C1)F